6-(6-(1-((1R,3R,4R,5R)-4-fluoro-1-methyl-8-azabicyclo[3.2.1]oct-6-en-3-yl)vinyl)-1,2,4-triazin-3-yl)isoquinolin-7-ol F[C@@H]1[C@H](C[C@@]2(C=C[C@H]1N2)C)C(=C)C2=CN=C(N=N2)C=2C=C1C=CN=CC1=CC2O